FC(OC1=CC(=C(C=N1)C1=CC=C(C=C1)C1(COC1)C(=O)NC1=CC=C(C=C1)F)CO)F 3-[4-[6-(difluoromethoxy)-4-(hydroxymethyl)-3-pyridinyl]phenyl]-N-(4-fluorophenyl)oxetane-3-carboxamide